4-(3-{5-[(R)-(1,3-dimethyl-azetidin-3-yl)-hydroxy-(4-isopropyl-phenyl)-methyl]-pyridin-3-yl}-[1,2,4]Oxadiazol-5-yl)-piperidine-1-sulfonic acid methylamide CNS(=O)(=O)N1CCC(CC1)C1=NC(=NO1)C=1C=NC=C(C1)[C@](C1=CC=C(C=C1)C(C)C)(O)C1(CN(C1)C)C